1-(2-Fluoro-4-(5-(trifluoromethyl)-1,2,4-oxadiazol-3-yl)phenyl)-2-(methylthio)ethan-1-on FC1=C(C=CC(=C1)C1=NOC(=N1)C(F)(F)F)C(CSC)=O